NC=1C=2N(C=CN1)C(=NC2C2=CC=C(C=C2)C(NC2=NC=CC(=C2)C(F)(F)F)=O)[C@H]2CN(CCC2)C(=O)OCC2=CC=CC=C2 Benzyl (3R)-3-[8-amino-1-[4-[[4-(trifluoromethyl)-2-pyridyl]carbamoyl]phenyl]imidazo[1,5-a]pyrazin-3-yl]piperidine-1-carboxylate